ClC1=C(C(=CC=C1Cl)F)[C@]1(CNCC1)NC1=CC=C2C(=CC=NC2=C1)OC (R)-N-(3-(2,3-dichloro-6-fluorophenyl)pyrrolidin-3-yl)-4-methoxyquinolin-7-amine